methyl 6-bromo-3-(pyrimidin-2-yl)picolinate BrC1=CC=C(C(=N1)C(=O)OC)C1=NC=CC=N1